(R)-N-(3-(1-((2-Amino-5-(1H-pyrazol-4-yl)pyridin-3-yl)oxy)ethyl)phenyl)-4-(methylthio)benzamid NC1=NC=C(C=C1O[C@H](C)C=1C=C(C=CC1)NC(C1=CC=C(C=C1)SC)=O)C=1C=NNC1